COCC=1C=NC2=CC=C(C=C2C1)CN1C[C@H](CC1)OC=1C=C2CN(C(C2=CC1)=O)C1C(NC(CC1)=O)=O 3-(5-(((S)-1-((3-(Methoxymethyl)quinolin-6-yl)methyl)pyrrolidin-3-yl)oxy)-1-oxoisoindolin-2-yl)piperidine-2,6-dione